ClC1=CC=C(C=C1)NC(=O)NC=1SC=C(C1)C1=CC=CC=C1 1-(4-chlorophenyl)-3-(4-phenylthiophen-2-yl)urea